2-(3-(3-(4-(trifluoromethoxy)phenyl)ureido)propyl)-2H-indazole-3-carboxamide FC(OC1=CC=C(C=C1)NC(NCCCN1N=C2C=CC=CC2=C1C(=O)N)=O)(F)F